nonanoic acid N-heptylamide C(CCCCCC)NC(CCCCCCCC)=O